FC(C(=O)NC=1C(=C(C=CC1F)NC(C1=CC=CC=C1)=O)F)(C)F N-(3-(2,2-difluoropropionylamino)-2,4-difluorophenyl)benzamide